N-(4-Bromo-2-methylphenyl)-4-methylpiperazine-1-carboxamide BrC1=CC(=C(C=C1)NC(=O)N1CCN(CC1)C)C